COC1=CC=C(C=C1)C(C)(CCCCC)C 1-methoxy-4-(2-methylheptan-2-yl)benzene